tert-Butyl N-[1-[(7-fluoro-2-formyl-2,3-dihydro-1H-inden-5-yl)oxy]-3-methoxypropan-2-yl]carbamate FC=1C=C(C=C2CC(CC12)C=O)OCC(COC)NC(OC(C)(C)C)=O